C(CCCCCCC)OCOCCCC(CC(CC(CC(C)Cl)C)C)C 10-chloro-4,6,8-trimethylundecyl octyloxymethyl ether